FC1(CC(CC1)C(C(=O)NC=1SC=C(N1)CC(=O)OCC)C1=CC=C(C=C1)C=1N=NN(N1)C)F Ethyl 2-(2-(2-(3,3-difluorocyclopentyl)-2-(4-(2-methyl-2H-tetrazol-5-yl)phenyl)acetamido)thiazol-4-yl)acetate